FC(S(=O)C=1C(=NNC1)C#N)(F)F 4-trifluoromethyl-sulfinyl-pyrazole-3-nitrile